4-(4-(4-(2-(2-aminopyridin-3-yl)-5-(2-oxo-1,2-dihydropyridin-3-yl)-3H-imidazo[4,5-b]pyridin-3-yl)benzyl)piperazin-1-yl)pyrimidine-2-carbonitrile NC1=NC=CC=C1C1=NC=2C(=NC(=CC2)C=2C(NC=CC2)=O)N1C1=CC=C(CN2CCN(CC2)C2=NC(=NC=C2)C#N)C=C1